FC(CN1N=NC2=C1C=C(C=C2)C2=CNC=1N=C(N=C(C12)OC)NC1CC(C1)(C)N1C(CCC1)=O)F 1-((1s,3s)-3-((5-(1-(2,2-difluoroethyl)-1H-benzo[d][1,2,3]triazol-6-yl)-4-methoxy-7H-pyrrolo[2,3-d]pyrimidin-2-yl)amino)-1-methylcyclobutyl)pyrrolidin-2-one